COC1=C(C=C(C=C1)B1OC(C(O1)(C)C)(C)C)[N+](=O)[O-] 2-(4-methoxy-3-nitrophenyl)-4,4,5,5-tetramethyl-1,3,2-dioxaborolane